2-Chloro-N-(5-((2,6-dioxopiperidin-3-yl)amino)-2-fluorophenyl)acetamide ClCC(=O)NC1=C(C=CC(=C1)NC1C(NC(CC1)=O)=O)F